(4-(1-(2,2-difluoroethyl)-2-(trifluoromethyl)-1H-imidazo[4,5-c]pyridin-4-yl)-2-fluorophenyl)((3R)-3-methoxypyrrolidin-1-yl)methanone FC(CN1C(=NC=2C(=NC=CC21)C2=CC(=C(C=C2)C(=O)N2C[C@@H](CC2)OC)F)C(F)(F)F)F